CN1C(C(=C(C=2NC(C=CC12)=O)N1CCC(CC1)OC1=CC=C(C=C1)OC(F)(F)F)C#N)=O 1-Methyl-2,6-dioxo-4-(4-(4-(trifluoromethoxy)phenoxy)piperidin-1-yl)-1,2,5,6-tetrahydro-1,5-naphthyridin-3-carbonitril